C(C)(C)(C)NS(=O)(=O)C1=NN(C=C1F)C[C@@H](C)O (R)-N-(tert-butyl)-4-fluoro-1-(2-hydroxypropyl)-1H-pyrazole-3-sulfonamide